C1=CC(=CC=C1CC(=O)NC[P+](=O)O)I (p-iodophenylacetylamino)methylphosphinic acid